O1CN(CC1)CN1COCC1 bis(oxazolidin-3-yl)methane